1,3,6-Tri-O-galloylglucose C1=C(C=C(C(=C1O)O)O)C(=O)OC[C@@H]2[C@H]([C@@H]([C@H]([C@@H](O2)OC(=O)C3=CC(=C(C(=C3)O)O)O)O)OC(=O)C4=CC(=C(C(=C4)O)O)O)O